C1(=C(C=CC=C1)CC(=O)N1CC2=C(CCC1)N=C(NC2=O)C2(CC2)C2=CC(=CC=C2)Cl)C2=CC=CC=C2 6-(2-([1,1'-biphenyl]-2-yl)acetyl)-2-(1-(3-chlorophenyl)cyclopropyl)-3,5,6,7,8,9-hexahydro-4H-pyrimido[5,4-c]azepin-4-one